(S)-1-(1-(1H-imidazol-4-yl)ethyl)-4-(methylamino)-7-(trifluoromethyl)quinazolin-2(1H)-one N1C=NC(=C1)[C@H](C)N1C(N=C(C2=CC=C(C=C12)C(F)(F)F)NC)=O